FC1=C(C=CC=C1F)C=1C=C2CC(C(C2=CC1)NC(O[C@@H]1CN2CCC1CC2)=O)(C)C (S)-quinuclidin-3-yl (5-(2,3-difluorophenyl)-2,2-dimethyl-2,3-dihydro-1H-inden-1-yl)carbamat